N-(4-(4,4-difluoropiperidin-1-yl)-6-methylpyrimidin-2-yl)-4-nitro-2-(6-azaspiro[2.5]octan-6-yl)benzamide FC1(CCN(CC1)C1=NC(=NC(=C1)C)NC(C1=C(C=C(C=C1)[N+](=O)[O-])N1CCC2(CC2)CC1)=O)F